FC1=C(C(=O)Cl)C=CC=C1N(C(C1=CC=C(C=C1)F)=O)CC1CC1 2-fluoro-3-[N-(cyclopropylmethyl)-4-fluoro-benzamido]benzoyl chloride